ClC1=CC2=C(C=N1)C(=NN2C2=C(C=CC(=C2)SCCOC)OC(F)F)C 6-chloro-1-(2-(difluoromethoxy)-5-((2-methoxyethyl)thio)phenyl)-3-methyl-1H-pyrazolo[4,3-c]Pyridine